CC([C@@H](C(N1[C@@H](C2=CC=CC=C2C1)C(=O)N1C[C@H](OCC1)C1=CC=CC=C1)=O)NC(=O)C1=CC2=C(S1)C=CC(=C2)C(F)(F)P(O)(O)=O)(C)C ((2-(((S)-3,3-dimethyl-1-oxo-1-((S)-1-((R)-2-phenylmorpholine-4-carbonyl)isoindolin-2-yl)butan-2-yl)carbamoyl)benzo[b]thiophen-5-yl)difluoromethyl)phosphonic acid